tert-butyl-3-(2,7-dichloro-6-(trifluoromethyl)quinazolin-4-yl)-3,8-diazabicyclo[3.2.1]octane-8-carboxylate C(C)(C)(C)OC(=O)N1C2CN(CC1CC2)C2=NC(=NC1=CC(=C(C=C21)C(F)(F)F)Cl)Cl